4-formyl-3-methyl-3-(2,2,2-trifluoroacetamido)pyrrolidine-1-carboxylate C(=O)C1C(CN(C1)C(=O)[O-])(NC(C(F)(F)F)=O)C